COC1=CC=C2C(=N1)NC(=C2)C(=O)O 6-methoxy-1H-pyrrolo[2,3-b]pyridine-2-carboxylic acid